N-(eicosanoyl)-1-beta-glucosyl-sphinganine C(CCCCCCCCCCCCCCCCCCC)(=O)N[C@@H](C(O)[C@H]1[C@H](O)[C@@H](O)[C@H](O)[C@H](O1)CO)[C@H](O)CCCCCCCCCCCCCCC